5-(3-hydroxyazetidine-1-carbonyl)-1-(1H-pyrazol-4-yl)-4,6,7,8-tetrahydro-3H-9-oxa-2-thia-4-azabenzo[cd]azulen-3-one OC1CN(C1)C(=O)C=1NC(C=2SC(=C3OCCCC1C23)C=2C=NNC2)=O